C1(CCC1)C#CC=1C=C(C=CC1)C1=CC(=C(N1CC1=CC(=C(C=C1)S(N)(=O)=O)F)CC1CC1)C=1SC(=C(N1)C(=O)O)CC 2-(5-(3-(cyclobutylethynyl)phenyl)-2-(cyclopropylmethyl)-1-(3-fluoro-4-sulfamoylbenzyl)-1H-pyrrol-3-yl)-5-ethylthiazole-4-carboxylic acid